BrC1=C(C=C2C(=C(C(=NC2=C1F)OC[C@H]1N(CCC1)C)I)N(C1C2CN(C1C2)C(=O)OC(C)(C)C)C(=O)OC(C)(C)C)CCC#N tert-butyl 5-((7-bromo-6-(2-cyanoethyl)-8-fluoro-3-iodo-2-(((S)-1-methylpyrrolidin-2-yl)methoxy)quinolin-4-yl)(tert-butoxycarbonyl)amino)-2-azabicyclo[2.1.1]hexane-2-carboxylate